CC=1C=C(C=CC1OC1=CC2=C(N(N=N2)C)C=C1)NC=1C2=C(N=CN1)C=CC(=N2)C2CN(CCC2)C(C=C)=O 1-(3-(4-((3-methyl-4-((1-methyl-1H-benzo[d][1,2,3]triazol-5-yl)oxy)phenyl)amino)pyrido[3,2-d]pyrimidin-6-yl)piperidin-1-yl)prop-2-en-1-one